CC1=C(C(=CC=C1)C)NC(=O)CNC2=CC(=CC(=C2)C)C The molecule is an amino acid amide obtained by the formal condensation of 2,6-dimethylaniline with N-(3,5-dimethylphenyl)glycine. It is a glycine derivative and an amino acid amide. It derives from a glycinamide, a 2,6-dimethylaniline and a N-(3,5-dimethylphenyl)glycine.